C(C)(C)(C)C1=CC=C(CSC=2C(=NC(=NC2)Cl)C(=O)O)C=C1 5-((4-(tertiary butyl)benzyl)thio)-2-chloropyrimidine-4-carboxylic acid